C(C)(C)(C)C1=CC=C(C=C1)C12C(OCC(N1)=O)CCCC2 4a-(4-(tert-butyl)phenyl)hexahydro-2H-benzo[b][1,4]oxazin-3(4H)-one